1-adamantancarboxamide C12(CC3CC(CC(C1)C3)C2)C(=O)N